(Sa)-6-(1-((S)-1-(3'-Cyano-5'-methoxy-[1,1'-biphenyl]-4-yl)ethyl)-1H-indazol-7-carboxamido)spiro[3.3]heptan C(#N)C=1C=C(C=C(C1)OC)C1=CC=C(C=C1)[C@H](C)N1N=CC2=CC=CC(=C12)C(=O)NC1CC2(CCC2)C1